3-{[(4-cyanophenyl)carbamoyl]amino}-3-[(2-methoxy-2-oxo-1-phenylethyl)carbamoyl]propanoic acid C(#N)C1=CC=C(C=C1)NC(=O)NC(CC(=O)O)C(NC(C(=O)OC)C1=CC=CC=C1)=O